2-chloro-1-(3-methylphenyl)ethanone ClCC(=O)C1=CC(=CC=C1)C